C(CCCCCCC)OC(CCCCCCCCCCCCCCCCC(=O)O)=O 18-(octyloxy)-18-oxooctadecanoic acid